CS(=O)(=O)C1=CC=C(C=C1)NCC#CC=1N(C2=CC=CC(=C2C1)NC1CCN(CC1)CC(=O)N1CCN(CC1)C)CC(F)(F)F 2-{4-[(2-{3-[(4-methanesulfonylphenyl)amino]prop-1-yn-1-yl}-1-(2,2,2-trifluoroethyl)-1H-indol-4-yl)amino]piperidin-1-yl}-1-(4-methylpiperazin-1-yl)ethan-1-one